Diethylenglycol Hexyl ether C(CCCCC)OCCOCCO